C(C)O[Si](CCC)(OCC)OCC triethoxy(n-propyl)silane